6,7-difluoro-N-(2-(piperidin-1-yl)-4-(4-(trifluoromethyl)phenethyl)phenyl)heptanamide FC(CCCCC(=O)NC1=C(C=C(C=C1)CCC1=CC=C(C=C1)C(F)(F)F)N1CCCCC1)CF